C(#N)CN1C(=CC2=CC(=CC=C12)C1CCOCC1)C(=O)N(C1=CC=CC=C1)C (cyanomethyl)-N-methyl-N-phenyl-5-(tetrahydro-2H-pyran-4-yl)-1H-indole-2-carboxamide